FC=1C=C2CN(C(C2=CC1F)=O)C1C(NC(CC1)=O)=O 3-(5,6-Difluoro-1-oxoisoindolin-2-yl)piperidine-2,6-dione